N-(1-(6-isopropoxypyridin-3-yl)ethyl)-1H-pyrazole-1-carboxamide C(C)(C)OC1=CC=C(C=N1)C(C)NC(=O)N1N=CC=C1